C1(CCCCC1)N1C[C@@H](CCC1)NC1=C(C=C(N=N1)C1=C(C=C(C=C1)C(F)(F)F)NS(=O)(=O)C)C (R)-N-(2-(6-((1-Cyclohexylpiperidin-3-yl)amino)-5-methylpyridazin-3-yl)-5-(trifluoromethyl)phenyl)methanesulfonamide